OCC1=CC=C(C=C1)NC(=O)C1NCCC1 N-(4-(hydroxymethyl)phenyl)pyrrolidin-2-carboxamide